3-fluoro-1-(4-((5-Isopropyl-8-((2R,3S)-3-(((R)-isopropylsulfinyl)methyl)-2-methylazetidin-1-yl)isoquinoline-3-yl)amino)pyrimidin-2-yl)-3-methylpiperidin-4-ol FC1(CN(CCC1O)C1=NC=CC(=N1)NC=1N=CC2=C(C=CC(=C2C1)C(C)C)N1[C@@H]([C@H](C1)C[S@@](=O)C(C)C)C)C